NC1=NC(=NC(=N1)NC1=CC=C(C=C1)C#N)OC=1C=C(C(=O)O)C=CC1 3-((4-amino-6-((4-cyanophenyl)amino)-1,3,5-triazin-2-yl)oxy)benzoic acid